COC1CCC(CC1)NC1=C(C(NC=C1)=O)C(=O)NC1=CC=C(C=C1)N1CCNCC1 4-((4-Methoxycyclohexyl)amino)-2-oxo-N-(4-(piperazin-1-yl)phenyl)-1,2-dihydropyridine-3-carboxamide